3-(3-ethylsulfanyl-2-pyridyl)-8-(2,2,3,3,3-pentafluoropropoxy)imidazo[1,5-a]pyrazine C(C)SC=1C(=NC=CC1)C1=NC=C2N1C=CN=C2OCC(C(F)(F)F)(F)F